O=C(CCCCCNCCCCCCCC(=O)OC(CCCCCCCC)CCCCCC)OCCCCCCCCCCC 1-hexylnonyl 8-[(6-oxo-6-undecoxy-hexyl)amino]octanoate